N1=NC=C(C=C1)CC(=O)N1C(CCC1)C(=O)N 1-[2-(pyridazin-4-yl)acetyl]pyrrolidine-2-carboxamide